FC1=C(OC=2C=C3CNN(C3=CC2C(=O)NCCN(C)C)CC(C)C)C=CC(=C1)F 5-(2,4-difluorophenoxy)-N-(2-(dimethylamino)ethyl)-1-isobutyl-2H-indazole-6-carboxamide